ClC1=C(C=C(C=N1)C(C#C)O)OCOC (6-chloro-5-(methoxymethoxy)pyridin-3-yl)prop-2-yn-1-ol